C(C)(C)(C)C1N(CCC(C1)N1C(C=C(C(=C1)I)Br)=O)C(=O)OCC1CC2=CC=CC=C2CC1 (1,2,3,4-tetrahydronaphthalen-2-yl)methanol tert-butyl-4-(4-bromo-5-iodo-2-oxopyridin-1(2H)-yl)piperidine-1-carboxylate